FC(C)(F)C1=NC(=CC(=N1)NC1=CC(=NC=C1OC[C@H]1[C@H](C1)F)NC(C)=O)C N-(4-((2-(1,1-difluoroethyl)-6-methylpyrimidin-4-yl)amino)-5-(((1S,2S)-2-fluorocyclopropyl)methoxy)pyridin-2-yl)acetamide